FC(C(=O)O)(F)F.NC=1C=2N(C=C(N1)C(F)(F)F)C(=CN2)C=2C=C(C=CC2C)S(=O)(=O)NC21CCC(CC2)(C1)O 3-(8-Amino-6-(trifluoromethyl)imidazo[1,2-a]pyrazin-3-yl)-N-(4-hydroxybicyclo[2.2.1]heptan-1-yl)-4-methylbenzenesulfonamide Trifluoroacetate Salt